FC=1C=C(C=CC1OC1=C2C(=NC=C1)NC(N2C2CCN(CC2)C)=O)NC(=O)C=2C=NN(C2C(F)(F)F)C2=CC=CC=C2 N-(3-fluoro-4-((1-(1-methylpiperidine-4-yl)-2-oxo-2,3-dihydro-1H-imidazo[4,5-b]pyridine-7-yl)oxy)phenyl)-1-phenyl-5-(trifluoromethyl)-1H-pyrazole-4-carboxamide